[Si](C)(C)(C(C)(C)C)OCC1=CC=C(C=N1)C(C(=O)OC)C#N methyl 2-(6-{[(tert-butyldimethylsilyl) oxy] methyl} pyridin-3-yl)-2-cyanoacetate